C(CCC)NN(C([S-])=S)NCCCC.[Zn+2].C(CCC)NN(C([S-])=S)NCCCC zinc N,N-dibutylaminodithiocarbamate